(R)-N-(1-(5-(4-phenoxyphenyl)-7H-pyrrolo[2,3-d]pyrimidin-4-yl)pyrrolidin-3-yl)-but-2-ynylamide O(C1=CC=CC=C1)C1=CC=C(C=C1)C1=CNC=2N=CN=C(C21)N2C[C@@H](CC2)[N-]CC#CC